C(C(C)C)(=O)OC1=CC=C(C=C1)CC(C(COC)=O)N=CC1=C(C(=CC(=C1)Cl)OC(C(C)C)=O)O 4-(2-(3-isobutyryloxy-5-chloro-2-hydroxy-benzylideneamino)-4-methoxy-3-oxobutyl)phenyl isobutyrate